2-(4-chloro-3-fluorophenoxy)-N-((1-(3-(4-chloro-3-fluorophenoxy)-2-hydroxypropyl)piperidin-4-yl)methyl)acetamide ClC1=C(C=C(OCC(=O)NCC2CCN(CC2)CC(COC2=CC(=C(C=C2)Cl)F)O)C=C1)F